(bromomethyl)benzyl bromide BrCC(C1=CC=CC=C1)Br